5-(2-((5-chloropyridin-2-yl)methoxy)pyrimidin-4-yl)-2-trityl-1,2,3,5-tetrahydropyrrolo[3,4-c]pyrrole ClC=1C=CC(=NC1)COC1=NC=CC(=N1)N1C=C2C(=C1)CN(C2)C(C2=CC=CC=C2)(C2=CC=CC=C2)C2=CC=CC=C2